C(C)(=O)N1CCN(CC1)C1=NC=C(C=N1)C=1C=CC=2C(N3N(C2C1)[C@H](CC3)C3=C(C=CC=C3)OC(F)F)=O (R)-6-(2-(4-Acetylpiperazin-1-yl)pyrimidin-5-yl)-3-(2-(difluoromethoxy)phenyl)-2,3-dihydropyrazolo[1,2-a]indazol-9(1H)-one